F[C@@H]1[C@H]2CC[C@@H](C[C@@H]1OC1=CC=C(N=N1)C1=C(C=C3C=CN(C(C3=C1)=O)C)O)N2 7-(6-(((1R,2R,3S,5S)-2-fluoro-8-azabicyclo[3.2.1]octan-3-yl)oxy)pyridazin-3-yl)-6-hydroxy-2-methylisoquinolin-1(2H)-one